C(C)(=O)[O-].C[NH+](C)C N,N,N-trimethyl-ammonium acetate